methyl (1S,3S)-3-((6-(5-((5-(cyclopropylmethyl)-2H-tetrazol-2-yl)methyl)-1-methyl-1H-1,2,3-triazol-4-yl)-2-methylpyridin-3-yl)oxy)cyclohexane-1-carboxylate C1(CC1)CC=1N=NN(N1)CC1=C(N=NN1C)C1=CC=C(C(=N1)C)O[C@@H]1C[C@H](CCC1)C(=O)OC